[Sn](Cl)Cl lambda2-stannous dichloride